1-((1S,4S)-4-(dipropylamino)cyclohexyl)-6-isopropyl-1,3-dihydro-2H-benzo[d]imidazol-2-one C(CC)N(C1CCC(CC1)N1C(NC2=C1C=C(C=C2)C(C)C)=O)CCC